C(C)OC(=O)C1=NNC=C1.BrC1=CC(=C(C(=C1C(=O)NC=1C=NC=NC1)F)Cl)Cl 6-bromo-3,4-dichloro-2-fluoro-N-(pyrimidin-5-yl)benzamide Ethyl-1H-pyrazole-3-carboxylate